O=C1N(CC2=C(C=CC=C12)SCC1=CC=C(C=C1)CN1CCSCC1)C1C(NC(CC1)=O)=O 3-(1-oxo-4-((4-(thiomorpholinomethyl)benzyl)thio)isoindolin-2-yl)piperidine-2,6-dione